C(=O)O.C1=CCCCC1 Cyclohexene formate